C[C@@H]1NCC[C@@H]1O (2S,3S)-2-methylpyrrolidin-3-ol